C1(CC1)C=1N=NN(C1)[C@H](C(=O)N1[C@@H](C[C@H](C1)O)C(=O)N[C@@H]1C[C@@H](C2=CC=CC=C12)CO)C(C)(C)C (2S,4r)-1-[(2S)-2-(4-cyclopropyl-triazol-1-yl)-3,3-dimethyl-butyryl]-4-hydroxy-N-[(1r,3S)-3-(hydroxymethyl)indan-1-yl]pyrrolidine-2-carboxamide